C(C(C)C)C1=CC=CC=2NN=NC21 4-Isobutylbenzotriazole